2-(4-((pent-4-enoylthio)methyl)benzoylamino)ethane C(CCC=C)(=O)SCC1=CC=C(C(=O)NCC)C=C1